C1(CC1)CN(CCCSC(N)=N)C 2-[3-[cyclopropylmethyl-(methyl)amino]propyl]isothiourea